C1(CCC1)OC1=C(C(=CC=C1)O[C@H](C(F)(F)F)C)S(=O)(=O)NC(=O)C=1OC2=C(C1)C=CC(=C2)N(C)C N-[2-(cyclobutyloxy)-6-{[(2S)-1,1,1-trifluoropropan-2-yl]oxy}benzene-1-sulfonyl]-6-(dimethylamino)-1-benzofuran-2-carboxamide